C(C)(C)OOOC(C)C isopropoxyether